6-(4-(4-cyanophenyl)-5-hydroxy-3-methyl-1H-pyrazol-1-yl)-N,N-dimethylpyridine-3-sulfonimidamide C(#N)C1=CC=C(C=C1)C=1C(=NN(C1O)C1=CC=C(C=N1)S(=O)(N(C)C)=N)C